2-(morpholinomethylethoxymethylsilyl)styrene O1CCN(CC1)C[SiH](C1=C(C=C)C=CC=C1)COCC